O=C1CC2(C1)CN(C2)C2=C(CNCCC1(OC3(OCC1)CC1CC1C3)C3=NC=CC=C3)C=CC=C2 N-(2-(2-oxo-6-azaspiro[3.3]heptan-6-yl)benzyl)-2-(4'-(pyridin-2-yl)tetrahydrooxaspiro[bicyclo[3.1.0]hexane-3,2'-pyran]-4'-yl)ethylamine